COC1=CC=C(CNC)C=C1 4-methoxy-N-methylbenzylamine